C(C(C)O)O.[Na] sodium 1,2-propanediol